N-(5-aminopentyl)-2-((4S)-6-(4-chlorophenyl)-8-methoxy-1-methyl-4H-benzo[f][1,2,4]triazolo[4,3-a][1,4]diazepin-4-yl)acetamide trifluoroacetate Salt FC(C(=O)O)(F)F.NCCCCCNC(C[C@H]1C=2N(C3=C(C(=N1)C1=CC=C(C=C1)Cl)C=C(C=C3)OC)C(=NN2)C)=O